C1(=C(C=CC=C1)N(C1=C(C(=CC=2C3=CC=CC=C3CC12)C1=C(C=CC=C1)C1=CC=CC=C1)C1=C(C=CC=C1)C1=CC=CC=C1)C1=C(C=CC=C1)C1=CC=CC=2OC3=C(C21)C=CC=C3)C3=CC=CC=C3 (biphenylyl)(dibenzofuranylphenyl)[di(biphenylyl)fluorenyl]amine